C[NH+](C(S(=O)(=O)[O-])CC(C=C)=O)C dimethyl-2-oxobut-3-en-1-yl-ammonio-methanesulfonate